(R)-2-Acetoxy-propionic acid (S)-1-[(acetyl-tert-butyl-amino)-methyl]-2-(4-morpholin-4-yl-[1,2,5]thiadiazol-3-yloxy)-ethyl ester C(C)(=O)N(C(C)(C)C)C[C@@H](COC1=NSN=C1N1CCOCC1)OC([C@@H](C)OC(C)=O)=O